3-amino-5,6,7,8-tetrahydroisoquinoline NC=1N=CC=2CCCCC2C1